C1=CC=NC=2C=CC3=C(C12)C1=C(S3)C=NC=CC=N1 [1,5]diazocino[2',3':4,5]thieno[3,2-f]quinoline